FC(CN1C(=NC2=NC=C(C=C21)C=2C=CN1N=C(N=CC12)NC1CC2(C1)CCN(CC2)C(C)=O)C)F 1-(2-((5-(1-(2,2-difluoroethyl)-2-methyl-1H-imidazo[4,5-b]pyridin-6-yl)pyrrolo[2,1-f][1,2,4]triazin-2-yl)amino)-7-azaspiro[3.5]nonan-7-yl)ethan-1-one